CNC(=O)C=1C=C(OC2=CC=C(C=N2)C(=O)Cl)C=CC1 6-[3-(methylcarbamoyl)phenoxy]pyridine-3-carbonyl chloride